2,3-dimethoxy-5-methyl-(1,4)benzoquinone methyl-(2R,7aR)-2-((tert-butyldiphenylsilyl)oxy)-6-methylenetetrahydro-1H-pyrrolizine-7a(5H)-carboxylate COC(=O)[C@@]12CC(CN2C[C@@H](C1)O[Si](C1=CC=CC=C1)(C1=CC=CC=C1)C(C)(C)C)=C.COC=1C(C=C(C(C1OC)=O)C)=O